COC(CO\N=C/1\C(C=2C(=NC=NC2C2=C1C=C(C=C2)O[C@@H]2CC[C@H](CC2)N)N)(C)C)=O 2-[(Z)-[4-amino-8-(trans-4-aminocyclohexyloxy)-5,5-dimethyl-benzo[h]quinazolin-6-ylidene]amino]oxyacetic acid methyl ester